(2r,4r)-4-[[(5S)-3-(3,5-difluorophenyl)-5-vinyl-4H-isoxazole-5-carbonyl]amino]-tetrahydrofuran-2-carboxylic acid methyl ester COC(=O)[C@@H]1OC[C@@H](C1)NC(=O)[C@]1(CC(=NO1)C1=CC(=CC(=C1)F)F)C=C